NC1=CC=C(C=C1)CC1O[C@@H]2C[C@H]3[C@@H]4CCC5=CC(C=C[C@@]5([C@H]4[C@H](C[C@@]3([C@@]2(O1)C(CO)=O)C)O)C)=O (1S,2S,4R,8S,9S,11S,12S,13R)-6-[(4-Aminophenyl)methyl]-11-hydroxy-8-(2-hydroxyacetyl)-9,13-dimethyl-5,7-dioxapentacyclo[10.8.0.02,9.04,8.013,18]icosa-14,17-dien-16-one